BrC=1C(=NC=C(C(=O)NC2=CC=C(C=C2)OC(F)(F)Cl)C1)N1C[C@@H](CC1)F (R)-5-bromo-N-(4-(chlorodifluoromethoxy)phenyl)-6-(3-fluoropyrrolidin-1-yl)nicotinamide